9-chloro-7-(3-methoxyphenoxy)-1H,2H,3H-cyclopenta[b]quinoline ClC1=C2C(=NC=3C=CC(=CC13)OC1=CC(=CC=C1)OC)CCC2